3-(5-fluoro-2-oxo-1H-pyridin-4-yl)propanal FC=1C(=CC(NC1)=O)CCC=O